ClC=1C=C(C=CC1F)NC(=O)N1CC=2N(CC1)C(N(C2C(=O)NCC2=CC=C(C=C2)OC)C2=CC=CC=C2)=O N7-(3-chloro-4-fluorophenyl)-N1-[(4-methoxyphenyl)methyl]-3-oxo-2-phenyl-2H,3H,5H,6H,7H,8H-imidazo[1,5-a]pyrazine-1,7-dicarboxamide